2,5-difluoro-4-(((S)-1-(2-fluorophenyl)ethyl)amino)-N-((R,E)-4-(methylsulfonyl)but-3-en-2-yl)benzamide FC1=C(C(=O)N[C@H](C)\C=C\S(=O)(=O)C)C=C(C(=C1)N[C@@H](C)C1=C(C=CC=C1)F)F